CC1=C(C(=CC(=C1)C=1N=NN(N1)C)C)C1=C2CC[C@H](C2=CC=C1)N (R)-4-[2,6-dimethyl-4-(2-methyl-2H-tetrazol-5-yl)-phenyl]-indan-1-ylamine